C(#N)C=1N=C(OC1NC(=O)NCCCN(C)C)C1=C(C(=CC(=C1)Cl)Cl)Cl 1-(4-cyano-2-(2,3,5-trichlorophenyl)oxazol-5-yl)-3-(3-(dimethylamino)propyl)urea